1-(3,3-dimethylpiperazin-1-yl)-2-[4-[2-[(2S)-2-methylazetidin-1-yl]-6-(trifluoromethyl)pyrimidin-4-yl]pyrazol-1-yl]ethanone CC1(CN(CCN1)C(CN1N=CC(=C1)C1=NC(=NC(=C1)C(F)(F)F)N1[C@H](CC1)C)=O)C